COC1=CC=C(C(=N1)C1(CC1)C(=O)O)[N+](=O)[O-] 1-(6-methoxy-3-nitropyridin-2-yl)cyclopropane-1-carboxylic acid